amino-N-(3-((5-chloro-4-(1H-indol-3-yl)pyrimidin-2-yl)amino)phenyl)-2-fluorobenzamide NC=1C(=C(C(=O)NC2=CC(=CC=C2)NC2=NC=C(C(=N2)C2=CNC3=CC=CC=C23)Cl)C=CC1)F